C(CCCCCCCCCCC)[NH+](CCCCCCCCCCCC)C N,N-didodecyl-methylammonium